1-methyl-pyrrolidine-2-carboxamide CN1C(CCC1)C(=O)N